CN1C(N(C2=C3C(=NC=C21)N(C(=C3)C3=CC=C(C=C3)CN3CCC(CC3)S(=O)(=O)C)S(=O)(=O)C3=CC=CC=C3)C3=CC=CC=C3)=O 3-methyl-7-(4-((4-(methylsulfonyl)piperidin-1-yl)methyl)phenyl)-1-phenyl-6-(phenylsulfonyl)-3,6-dihydroimidazo[4,5-d]pyrrolo[2,3-b]pyridin-2(1H)-one